((4aR,6aS,7S)-4a,6a-dimethyl-2-oxo-2,4a,4b,5,6,6a,7,8,9,9a,9b,10,11,11a-tetradecahydro-1H-indeno[5,4-f]quinolin-7-yl)methyl 2-((2-(trifluoromethyl)benzyl)oxy)acetate FC(C1=C(COCC(=O)OC[C@H]2CCC3[C@@]2(CCC2[C@]4(C=CC(NC4CCC23)=O)C)C)C=CC=C1)(F)F